8-methyl-2-[(2-methylpyridin-4-yl)methyl]-4,5-dihydro-2H-furo[2,3-g]indazole-7-carboxylic acid hydrogen chloride Cl.CC1=C(OC=2CCC3=CN(N=C3C21)CC2=CC(=NC=C2)C)C(=O)O